2-fluoro-2-((1-(3,5-difluorobenzyl)piperidin-4-yl)methyl)-5,6-dimethoxy-2,3-dihydrobenzo[b]thiophene 1,1-dioxide FC1(CC2=C(S1(=O)=O)C=C(C(=C2)OC)OC)CC2CCN(CC2)CC2=CC(=CC(=C2)F)F